platinum (II) sodium chloride [Cl-].[Na+].[Pt+2].[Cl-].[Cl-]